FC1(C[C@H]([C@H](C2=CC=C(C=C12)O)C1=CC=C(C=C1)N1CCC(CC1)C=O)C1=CC=C(C=C1)F)F 1-(4-((1S,2R)-4,4-difluoro-2-(4-fluorophenyl)-6-hydroxy-1,2,3,4-tetrahydronaphthalen-1-yl)phenyl)piperidine-4-carbaldehyde